2-[4-((S)-2-hydroxymethylpyrrolidin-1-ylmethyl)phenyl]-1H-benzimidazole-4-carboxamide OC[C@H]1N(CCC1)CC1=CC=C(C=C1)C1=NC2=C(N1)C=CC=C2C(=O)N